rac-3-(1-isopropyl-3-methoxypiperidin-4-yl)-5-(piperidin-1-ylmethyl)-5,6-dihydro-1,4,2-dioxazine C(C)(C)N1CC(C(CC1)C1=NOCC(O1)CN1CCCCC1)OC